2-(6-(5-chloropyrimidin-2-yl)-2-azaspiro[3.3]hept-2-yl-5,6-d2)-4-((1-(hydroxymethyl)cyclobutyl)amino)-6,7-dihydrothieno[3,2-d]pyrimidine-5-oxide ClC=1C=NC(=NC1)C1(C(C2(CN(C2)C=2N=C(C3=C(N2)CCS3=O)NC3(CCC3)CO)C1)[2H])[2H]